(S)-N-(5-((2-ethyl-2,7-diazaspiro[3.5]nonan-7-yl)methyl)pyridin-2-yl)-5-fluoro-4-(5-fluoro-1-(trifluoromethyl)-2,3-dihydro-1H-benzo[d]pyrrolo[1,2-a]imidazol-7-yl)pyrimidin-2-amine C(C)N1CC2(C1)CCN(CC2)CC=2C=CC(=NC2)NC2=NC=C(C(=N2)C2=CC1=C(N=C3N1[C@@H](CC3)C(F)(F)F)C(=C2)F)F